1-Methyl-2-(6-trifluoromethoxy-benzothiazol-2-ylamino)-1H-benzoimidazole-5-carboxylic acid [2-(1,1-dioxo-thiomorpholin-4-yl)-ethyl]-amide O=S1(CCN(CC1)CCNC(=O)C1=CC2=C(N(C(=N2)NC=2SC3=C(N2)C=CC(=C3)OC(F)(F)F)C)C=C1)=O